ClC1=NC=CC=C1OC1=CC(=NC=N1)OC1=C(C=CC=C1)/C(/C(=O)OC)=C\OC methyl (E)-2-{2-[6-(2-chloropyridin-3-yloxy)pyrimidin-4-yloxy]phenyl}-3-methoxyacrylate